FC=1C=C(C=CC1)N1C(=NN=C1)CO [4-(3-fluorophenyl)-1,2,4-triazol-3-yl]methanol